C(C1=CC=CC=C1)(=O)NCCCN(CCCNC(C1=CC=CC=C1)=O)C N-[3-[3-benzamidopropyl-(methyl)amino]propyl]benzamide